(R)-7'-((1-acetylpiperidin-4-yl)amino)-2'-(3-(6,7-dihydrothieno[3,2-c]pyridin-5(4H)-yl)-2-hydroxypropyl)-2',3'-dihydro-1'H-spiro[cyclobutane-1,4'-isoquinolin]-1'-one C(C)(=O)N1CCC(CC1)NC1=CC=C2C3(CN(C(C2=C1)=O)C[C@@H](CN1CC2=C(CC1)SC=C2)O)CCC3